3-(2-((1-Chlorodecyl)oxy)-2,2-diphenylacetoxy)spiro[bicyclo[3.2.1]octane-8,1'-pyrrolidin]-8-ium chloride [Cl-].ClC(CCCCCCCCC)OC(C(=O)OC1CC2CCC(C1)[N+]21CCCC1)(C1=CC=CC=C1)C1=CC=CC=C1